FC1=CC=C(C=C1)CC(=O)N 2-(4-fluorophenyl)acetamid